C(=CCCCCCCCCCCCCCCCC)N1C=C(C(C=C1)=O)OCC=C N-octadecenyl-3-(2-propen-1-yloxy)-pyridin-4-one